N1(N=CN=C1)C[C@H]1CN(C(O1)=O)C1=CC(=C(C=C1)N1[C@H]2CS(C[C@@H]1CC2)=O)F (5R)-5-((1H-1,2,4-triazol-1-yl)methyl)-3-(3-fluoro-4-((1R,5S)-3-oxo-3-thia-8-azabicyclo[3.2.1]oct-8-yl)phenyl)oxazolidin-2-one